C(C1=CC=CC=C1)(C1=CC=CC=C1)N1CCN(CC1)CC=1C=C2C(N(C(C2=CC1)=O)C1C(NC(CC1)=O)=O)=O 5-((4-benzhydryl-piperazin-1-yl)methyl)-2-(2,6-dioxopiperidin-3-yl)isoindoline-1,3-dione